[1-[4-([[(2R,3S)-3-[(tert-butoxycarbonyl)amino]-5-carbamoylpentan-2-yl]oxy]methyl)phenyl]piperidin-4-yl]acetic acid C(C)(C)(C)OC(=O)N[C@H]([C@@H](C)OCC1=CC=C(C=C1)N1CCC(CC1)CC(=O)O)CCC(N)=O